4-(p-toluenesulfonyl)methyl-styrene CC1=CC=C(C=C1)S(=O)(=O)CC1=CC=C(C=C)C=C1